bis-(2,3,3,3-tetrachloropropyl)ether ClC(COCC(C(Cl)(Cl)Cl)Cl)C(Cl)(Cl)Cl